C(C1=CC=CC=C1)NC1=NS(C2=C(N1)C(=CC=C2)OC2=C(C=CC=C2)Cl)(=O)=O 3-(benzylamino)-5-(2-chlorophenoxy)-4H-benzo[e][1,2,4]thiadiazine 1,1-dioxide